2H-pyran-3-ol Potassium hydroxide [OH-].[K+].O1CC(=CC=C1)O